allyl-[(R)-2,2'-bis(diphenylphosphino)-1,1'-binaphthyl] palladium (II) [Pd+2].C(C=C)C=1C(=C(C2=CC=CC=C2C1)C1=C(C=CC2=CC=CC=C12)P(C1=CC=CC=C1)C1=CC=CC=C1)P(C1=CC=CC=C1)C1=CC=CC=C1